6-bromo-7-methoxy-2-methyl-N-{(1R)-1-[2-methyl-3-(trifluoromethyl)phenyl]ethyl}-pyrido[2,3-d]pyrimidin-4-amine BrC1=CC2=C(N=C(N=C2N[C@H](C)C2=C(C(=CC=C2)C(F)(F)F)C)C)N=C1OC